NCC(CN1N=NN(C1=O)C1=CC=C(C=C1)C=1C=NN(C1)CC)=C(F)F 1-[2-(aminomethyl)-3,3-difluoro-allyl]-4-[4-(1-ethylpyrazol-4-yl)phenyl]tetrazol-5-one